1-((2S,5R)-5-((5-((3R,5R)-1,1-difluorospiro[2.4]heptan-5-yl)-7H-pyrrolo[2,3-d]pyrimidin-4-yl)amino)-2-methylpiperidin-1-yl)prop-2-en-1-one FC1(C[C@@]12C[C@@H](CC2)C2=CNC=1N=CN=C(C12)N[C@@H]1CC[C@@H](N(C1)C(C=C)=O)C)F